5-nitro-1-[[4-[3-(trifluoromethyl)phenyl]-phenyl]methyl]indole [N+](=O)([O-])C=1C=C2C=CN(C2=CC1)CC1=CC=C(C=C1)C1=CC(=CC=C1)C(F)(F)F